FC(C1=C(C=CC=C1)NC(N)=O)(F)F 3-(2-(trifluoromethyl)phenyl)urea